butyl-phosphorus tetrafluoroborate F[B-](F)(F)F.C(CCC)[P+2].F[B-](F)(F)F